C\C=C\CCCC (E)-beta-heptene